FC(C1=C(C=C2CCCN(C2=C1)C1=NN(C2=C1CN(CC2)C(C)=O)C2CCNCC2)C2=NN(C=C2)C)F 1-[3-[7-(difluoromethyl)-6-(1-methylpyrazol-3-yl)-3,4-dihydro-2H-quinolin-1-yl]-1-(4-piperidyl)-6,7-dihydro-4H-pyrazolo[4,3-c]pyridin-5-yl]ethanone